COC1(CCC(CC1)C(=O)NN)C(F)(F)F trans-4-methoxy-4-(trifluoromethyl)cyclohexanecarboxhydrazide